C(N)(OC(CC1=CC(=CC=C1)\N=N\C1=CC(=CC=C1)C(C)=O)(C)C)=O (E)-{3-[(3-Acetylphenyl) diazenyl]Phenyl tert-butyl} carbamate